(S)-2-(1H-tetrazol-5-yl)pyrrolidine-1-carboxylic acid, tert-butyl ester N1N=NN=C1[C@H]1N(CCC1)C(=O)OC(C)(C)C